C12CN(CC2C1)C1=CC(=C(C(=N1)NC1=NC=C(N=C1)C1CC1)F)C=1CCN(CC1)CC1CC1 6-(3-Azabicyclo[3.1.0]hexan-3-yl)-1'-(cyclopropylmethyl)-N-(5-cyclopropylpyrazin-2-yl)-3-fluoro-1',2',3',6'-tetrahydro-[4,4'-bipyridin]-2-amine